CS(=O)(=O)C=1C=C(OC2=C(N=NN2)C(=O)O)C=CC1C#CC1=CC=CC=C1 5-(3-(methylsulfonyl)-4-(phenylethynyl)phenoxy)-1H-1,2,3-triazole-4-carboxylic acid